CCCCCCCCCCCCCCCC(=O)O[C@H](CO/C=C\\CCCCCCCCCCCCCC)COP(=O)([O-])OCC[NH3+] The molecule is a 1-(alk-1-enyl)-2-acyl-sn-glycero-3-phosphoethanolamine zwitterion in which the alk-1-enyl and acyl group are specified as (Z)-hexadec-1-enyl and hexadecanoyl (palmitoyl) respectively. It is a tautomer of a 1-(hexadec-1-enyl)-2-hexadecanoyl-sn-glycero-3-phosphoethanolamine.